(2r,4r)-2-methyl-4-methylsulfonyloxy-pyrrolidine-1-carboxylic acid tert-butyl ester C(C)(C)(C)OC(=O)N1[C@@H](C[C@H](C1)OS(=O)(=O)C)C